5,6-dibutylamino-1,8-diazabicyclo(5.4.0)-undecen C(CCC)NC1CC=CN2CCCNC2C1NCCCC